(R)-cyclopropyl(methyl)((6-((R)-3-methylmorpholino)-2-(1H-pyrrolo[2,3-b]pyridin-4-yl)pyrimidin-4-yl)imino)-λ6-sulfanone C1(CC1)[S@@](=O)(=NC1=NC(=NC(=C1)N1[C@@H](COCC1)C)C1=C2C(=NC=C1)NC=C2)C